3-cyclopropyl-1-((3-(5-(3,5-difluorophenyl)-4,5-dihydro-1H-pyrazole-1-carbonyl)-bicyclo[1.1.1]pentan-1-yl)-methyl)-1H-1,2,4-triazole-5-carbonitrile C1(CC1)C1=NN(C(=N1)C#N)CC12CC(C1)(C2)C(=O)N2N=CCC2C2=CC(=CC(=C2)F)F